CN1CCN(CC1)C(=O)C1CCN(CC1)C(=O)C1=NNC(=C1)C1=CC=NC=C1 1-methyl-4-{1-[5-(pyridin-4-yl)-1H-pyrazole-3-carbonyl]piperidine-4-carbonyl}piperazine